N-(5,7-dichloro-1,3-benzoxazol-2-yl)-5-methylbicyclo[3.3.1]nonane-1-carboxamide ClC=1C=C(C2=C(N=C(O2)NC(=O)C23CCCC(CCC2)(C3)C)C1)Cl